CO[C@H]1C[C@@H](CC1)N1CC(NC2=NC=C(N=C21)C=2C(=NC(=CC2)C2=NN=CN2)C)=O 4-((1R,3R)-3-methoxycyclopentyl)-6-(2-methyl-6-(4H-1,2,4-triazol-3-yl)pyridin-3-yl)-3,4-dihydropyrazino[2,3-b]pyrazin-2(1H)-one